ClC1=CC(=C(C=C1)C#C)F 4-chloro-1-ethynyl-2-fluorobenzene